6-((1-hydroxy-2-methylpropan-2-yl)amino)-N-(3-(1-methyl-1H-imidazol-2-yl)phenyl)-2-(6-azaspiro[2.5]oct-6-yl)nicotinamide OCC(C)(C)NC1=NC(=C(C(=O)NC2=CC(=CC=C2)C=2N(C=CN2)C)C=C1)N1CCC2(CC2)CC1